N-(5-formylthiazol-2-yl)acetamide C(=O)C1=CN=C(S1)NC(C)=O